(1R,3R,5R)-N-((R)-(2-fluoro-4-(trifluoromethyl)phenyl)(3-oxetanyl)methyl)-2-(3-methyl-5-(methylsulfonyl)benzoyl)-2-azabicyclo[3.1.0]hexane-3-carboxamide FC1=C(C=CC(=C1)C(F)(F)F)[C@H](NC(=O)[C@@H]1N([C@@H]2C[C@@H]2C1)C(C1=CC(=CC(=C1)S(=O)(=O)C)C)=O)C1COC1